6-O-(4-chlorobenzoyl)-D-galactal ClC1=CC=C(C(=O)OC[C@@H]2[C@@H]([C@@H](C=CO2)O)O)C=C1